5-((3H-diazirin-3-yl)methyl)-1H-imidazole N1=NC1CC1=CN=CN1